(S)-1-(6-bromopyridin-3-yl)piperidin-3-amine BrC1=CC=C(C=N1)N1C[C@H](CCC1)N